OC1=CC=C(C(=O)NC2=CC=3C(C4=CC=CC=C4C3C=C2)O)C=C1 4-hydroxy-N-(9-hydroxy-9H-fluoren-2-yl)benzamide